N1=CC=C(C=C1)NC(=O)C1CCC(CC1)C(=O)NC1=CC=NC=C1 (E)-N1,N4-di(pyridin-4-yl)cyclohexane-1,4-dicarboxamide